(5-Methyl-4-(2-(6-(trifluoromethyl)imidazo[1,2-a]pyrazin-3-yl)pyrimidin-4-yl)morpholin-2-yl)methanol CC1COC(CN1C1=NC(=NC=C1)C1=CN=C2N1C=C(N=C2)C(F)(F)F)CO